tert-butyl (cyclopropyl(3,7-dimethyl-2,6-dioxo-2,3,6,7-tetrahydro-1H-purin-8-yl)methyl)carbamate C1(CC1)C(C1=NC=2N(C(NC(C2N1C)=O)=O)C)NC(OC(C)(C)C)=O